(trifluoromethyl)piperidin-3-ylcarbamic acid tert-butyl ester C(C)(C)(C)OC(N(C1CNCCC1)C(F)(F)F)=O